S(=O)(=O)(O)CF sulfomonofluoromethane